2-(2-(2-(4-((R or S)-6,8-dichloro-2-methyl-1,2,3,4-tetrahydroisoquinolin-4-yl)phenylsulfonylamino)ethoxy)ethyl)-2,3-dihydroxysuccinamide ClC=1C=C2[C@H](CN(CC2=C(C1)Cl)C)C1=CC=C(C=C1)S(=O)(=O)NCCOCCC(C(=O)N)(C(C(=O)N)O)O |o1:4|